N-[4-[(3-iodo-7-morpholino-1,6-naphthyridin-5-yl)oxy]cyclohexyl]-4-(trifluoromethyl)pyrimidin-2-amine IC=1C=NC2=CC(=NC(=C2C1)OC1CCC(CC1)NC1=NC=CC(=N1)C(F)(F)F)N1CCOCC1